N1(C=NC=C1)CCCN 3-(1H-imidazol-1-yl)-propylamine